N[C@@H](CC(=O)O)C1=CC(=CC=C1)N1C(=CC2=CC=C(C=C12)OC(F)(F)F)C(N)=O (S)-3-amino-3-(3-(2-carbamoyl-6-(trifluoromethoxy)-1H-indol-1-yl)phenyl)propanoic acid